3-bromo-2-((methylamino)methyl)aniline BrC=1C(=C(N)C=CC1)CNC